O-benzyl-L-serine benzyl ester hydrochloride Cl.C(C1=CC=CC=C1)OC([C@@H](N)COCC1=CC=CC=C1)=O